CC(COC=1C=NC(=CC1C1=CC=2N(C=C1)N=C(C2)NC2=NC(=NC(=C2)C)N2CCCC2)C)(C)O 2-methyl-1-[[6-methyl-4-[2-[(6-methyl-2-pyrrolidin-1-yl-pyrimidin-4-yl)amino]pyrazolo[1,5-a]pyridin-5-yl]-3-pyridyl]oxy]propan-2-ol